Dimethyl 4-aminophthalate NC=1C=C(C(C(=O)OC)=CC1)C(=O)OC